piperazin-1-yl-acetylacetone N1(CCNCC1)C(C(C)=O)C(C)=O